C1(=CC=CC=C1)CNC1=C(C(=O)O)C=C(C=C1)S(NC)(=O)=O 2-(Phenylmethylamino)-5-(methylsulfamoyl)benzoic acid